C(C)(=O)N1CC2(C1)NC(C(C2)CC(C=O)NC([C@H](CC(C)C)NC(OCC2=CC(=CC=C2)Cl)=O)=O)=O 3-Chlorobenzyl ((2S)-1-((1-(2-acetyl-6-oxo-2,5-diazaspiro[3.4]octan-7-yl)-3-oxopropan-2-yl)amino)-4-methyl-1-oxopentan-2-yl)carbamate